2-(6-amino-9H-purine-9-yl)ethane-1-ol NC1=C2N=CN(C2=NC=N1)CCO